S-(2-(3-hexadecylureido)ethyl)-N-palmitoyl-L-cysteinyl-D-seryl-L-lysyl-L-lysyl-L-lysyl-L-lysine C(CCCCCCCCCCCCCCC)NC(NCCSC[C@H](NC(CCCCCCCCCCCCCCC)=O)C(=O)N[C@H](CO)C(=O)N[C@@H](CCCCN)C(=O)N[C@@H](CCCCN)C(=O)N[C@@H](CCCCN)C(=O)N[C@@H](CCCCN)C(=O)O)=O